Methyl 1-(8-chloronaphthalen-1-yl)-5-hydroxy-1,2,3,6-tetrahydropyridine-4-carboxylate ClC=1C=CC=C2C=CC=C(C12)N1CCC(=C(C1)O)C(=O)OC